2,2,3,4,4,5-hexafluoro-5-(heptafluoropropyl)tetrahydro-3-(trifluoromethyl)-trans-furan FC1(O[C@@](C([C@]1(C(F)(F)F)F)(F)F)(C(C(C(F)(F)F)(F)F)(F)F)F)F